Di-(tert-Butyldimethylsilyl)-7-(Methanesulfonyl)-7-Deaza-2'-Deoxyguanosine [Si](C)(C)(C(C)(C)C)N(C=1NC(C=2C(=CN([C@H]3C[C@H](O)[C@@H](CO)O3)C2N1)S(=O)(=O)C)=O)[Si](C)(C)C(C)(C)C